FC1=C(C=CC=C1)C1=NN(C=C1C=1C2=C(N=CN1)C=C(C(=N2)NC(=O)C21CN(CC1C2)C(=O)OC(C)(C)C)OC)C tert-butyl 1-((4-(3-(2-fluorophenyl)-1-methyl-1H-pyrazol-4-yl)-7-methoxypyrido[3,2-d]pyrimidin-6-yl) carbamoyl)-3-azabicyclo[3.1.0]hexane-3-carboxylate